C1(CCCCC1)S(=O)(=O)C(S(=O)(=O)C)S(=O)(=O)C1CCCCC1 bis(cyclohexanesulfonyl)(methylsulfonyl)methane